FC(CC(C(=O)NC1=NC=CC(=C1)C1=C(C=2C(=NC=CN2)N1)C1=NC=CC=C1)C1=CC=C(C=C1)F)(F)F 4,4,4-trifluoro-2-(4-fluorophenyl)-N-{4-[7-(pyridin-2-yl)-5H-pyrrolo[2,3-b]pyrazin-6-yl]pyridin-2-yl}butanamide